CP(OC1=C2N=CC=NC2=CC=C1NC1=NC(=NC=C1Br)NC1=CC(=CC=2CCOC21)C=2C=NN(C2)C)(=O)C (6-((5-bromo-2-((5-(1-methyl-1H-pyrazol-4-yl)-2,3-dihydrobenzofuran-7-yl) amino) pyrimidin-4-yl) amino) quinoxalin-5-yl) dimethylphosphinate